[In].[S].[Cu] copper sulfur indium